4-((3-(3-cyano-1-cyclohexyl-1H-pyrazol-4-yl)-2-methoxyphenyl)amino)-6-(cyclopropanecarboxamido)nicotinamide C(#N)C1=NN(C=C1C=1C(=C(C=CC1)NC1=CC(=NC=C1C(=O)N)NC(=O)C1CC1)OC)C1CCCCC1